OC1=C(C=CC2=C1C[C@H]1CCCN([C@@H]1C2)CCC)OC(=O)NCC(=O)O ((((4aR,10aR)-6-hydroxy-1-propyl-1,2,3,4,4a,5,10,10a-octahydrobenzo[g]-quinolin-7-yl)oxy)carbonyl)glycine